(3R,4R)-3-((tert-butyldimethylsilyl)oxy)-1-(5-(trifluoromethyl)pyrimidin-2-yl)piperidin-4-amine [Si](C)(C)(C(C)(C)C)O[C@@H]1CN(CC[C@H]1N)C1=NC=C(C=N1)C(F)(F)F